ClC1=CC=2N(C[C@H]3N(C2C=C1)CC[C@@H](C3)C(=O)O)C3=CC=C(C=C3)C(F)(F)F (cis)-3-chloro-5-(4-(trifluoromethyl)phenyl)-6,6a,7,8,9,10-hexahydro-5H-pyrido[1,2-a]quinoxaline-8-carboxylic acid